C(#N)C=1C=C(C=CC1O)C=1SC(=C(N1)C)C(=O)OCC ethyl 2-(3-cyano-4-hydroxyphenyl)-4-methylthiazole-5-carboxylate